1,6-dimethylindenyl-lithium CC1C(=CC2=CC=C(C=C12)C)[Li]